ClC=1C=C(C=C(C1OCCCl)C#N)C(C)(C)C1=CC=C(OCC2=CC(=NC(=N2)SC)C2CCN(CC2)C(=O)OC(C)(C)C)C=C1 tert-butyl 4-(6-((4-(2-(3-chloro-4-(2-chloroethoxy)-5-cyanophenyl)propan-2-yl)phenoxy)methyl)-2-(methylthio)pyrimidin-4-yl)piperidine-1-carboxylate